(4-amino-7-cyclopropylimidazo[1,5-a]quinoxalin-8-yl)((4aS,9bS)-7-(trifluoromethyl)-3,4,4a,9b-tetrahydrobenzofuro[3,2-b]pyridin-1(2H)-yl)methanone NC=1C=2N(C3=CC(=C(C=C3N1)C1CC1)C(=O)N1[C@@H]3[C@H](CCC1)OC1=C3C=CC(=C1)C(F)(F)F)C=NC2